Cl.NC1=CC(=NC(=C1)NC1=C(C=CC=C1)F)C(=O)N(C)C1CC2=CC=CC=C2C1 4-Amino-N-(2,3-dihydro-1H-inden-2-yl)-6-((2-fluorophenyl)amino)-N-methylpyridineamide hydrochloride